methyl-N-propylamine CNCCC